benzanthracenyl(biphenylyl)anthracene-d8 C1(=CC=CC=2C=CC=3C=C4C=CC=CC4=CC3C21)C2=C1C(=C(C(=C(C1=C(C=1C(=C(C(=C(C21)[2H])[2H])[2H])[2H])[2H])[2H])[2H])[2H])C2=C(C=CC=C2)C2=CC=CC=C2